{5-benzyl-6-hydroxy-2,4-bis-(4-hydroxy-benzyl)-3-oxo-[1,2,4]-triazepane-1-sulfonyl}-benzonitrile C(C1=CC=CC=C1)C1N(C(N(N(CC1O)S(=O)(=O)C1=C(C#N)C=CC=C1)CC1=CC=C(C=C1)O)=O)CC1=CC=C(C=C1)O